ClC=1C=NN(C1C(=O)NC1=NC=C(C=C1F)C#CC1=CC(=CC=C1)F)CC1CCOCC1 4-chloro-N-(3-fluoro-5-((3-fluorophenyl)ethynyl)pyridin-2-yl)-1-((tetrahydro-2H-pyran-4-yl)methyl)-1H-pyrazole-5-carboxamide